2-methyl-1-(5-phenyl-4,5-dihydro-1H-pyrazol-1-yl)butan-1-one CC(C(=O)N1N=CCC1C1=CC=CC=C1)CC